(13S)-13-methyl-19-(oxan-2-yl)-8,11,14-trioxa-4,5,19,20,23-pentaazatetracyclo[13.5.2.12,5.018,21]tricosa-1(20),2(23),3,15(22),16,18(21)-hexaene C[C@H]1COCCOCCN2N=CC(C3=NN(C=4C=CC(O1)=CC34)C3OCCCC3)=N2